BrC(C(=O)O)CCCCCCCCCCCCCC 2-bromo-hexadecanoic acid